2-(trimethylsilyl)ethyl {(2S)-1-[(2-aminoethyl)amino]-4-[{(1R)-1-[1-benzyl-4-(2,5-difluorophenyl)-1H-pyrrol-2-yl]-2,2-dimethylpropyl}(glycoloyl)amino]-1-oxobutan-2-yl}carbamate NCCNC([C@H](CCN(C(CO)=O)[C@H](C(C)(C)C)C=1N(C=C(C1)C1=C(C=CC(=C1)F)F)CC1=CC=CC=C1)NC(OCC[Si](C)(C)C)=O)=O